C12CC(CC(CC1)C2)CN2C=NC(=C2C2=CC=C(O2)C(=O)NC2=C(C=NC=C2)F)C2=CC=C(C=C2)F 5-(1-(bicyclo[3.2.1]octan-3-ylmethyl)-4-(4-fluorophenyl)-1H-imidazol-5-yl)-N-(3-fluoropyridin-4-yl)furan-2-carboxamide